5-[(3R)-3-(tert-butoxycarbonylamino)pyrrolidin-1-yl]Pyrazine-2-carboxylic acid methyl ester COC(=O)C1=NC=C(N=C1)N1C[C@@H](CC1)NC(=O)OC(C)(C)C